((2S,4r)-4-aminotetrahydro-2H-pyran-2-yl)((S)-1-(4-fluorophenyl)-3,4-dihydroisoquinolin-2(1H)-yl)methanone N[C@H]1C[C@H](OCC1)C(=O)N1[C@H](C2=CC=CC=C2CC1)C1=CC=C(C=C1)F